NC1CC2CCC(C1)N2C2=CN=C1C(=N2)NC=C1C1=C(C2=CN(N=C2C=C1)CC(=O)NC(C)(C)C)Cl 2-(5-{3-[endo-3-amino-8-azabicyclo[3.2.1]octan-8-yl]-5H-pyrrolo[2,3-b]pyrazin-7-yl}-4-chloro-2H-indazol-2-yl)-N-tert-butylacetamide